C(C)(C)(C)OC(=O)N=[S@@](=O)(C1=C(C=C(C=C1)C)O[C@H]1C[C@H](CCC1)CCO[Si](C1=CC=CC=C1)(C1=CC=CC=C1)C(C)(C)C)N1[C@@H](CCC1)C(=O)OC Methyl ((S)-N-(tert-butoxycarbonyl)-2-(((1R,3R)-3-(2-((tert-butyldiphenylsilyl)oxy)ethyl)cyclohexyl)oxy)-4-methylphenylsulfonimidoyl)-L-prolinate